N1N=CC2=CC=CC(=C12)C=O Indazole-7-aldehyde